ClC=1C=C(C(=O)O)C=C(C1)C(C)O 3-chloro-5-(1-hydroxyethyl)benzoic acid